C(=C)C1=CC=C(C=C1)S(=O)(=O)ON1C(C=CC1=O)=O N-(p-vinylphenyl)sulfonyloxy-maleimide